OC=1OC=CN1 2-hydroxyoxazol